(R)-2-(3-(Cyclohexylmethoxy)phenoxy)propan C1(CCCCC1)COC=1C=C(OC(C)C)C=CC1